COCCOC1CCCC1 (1S,3S)-3-(2-methoxyethoxy)cyclopentan